naphtho-[1,2-b]pyrane O1C2C(=CC=C1)C=CC1=CC=CC=C12